NC([C@H](CCC(=O)OC(C)(C)C)N1C(C2=CC=C3C(=C2C1)OCC31C(CN(CC1)C(=O)OC(C)(C)C)(F)F)=O)=O tertbutyl 7-((s)-1-amino-5-(tert-butoxy)-1,5-dioxopentan-2-yl)-3',3'-difluoro-6-oxo-7,8-dihydro-2H,6H-spiro[furo[2,3-e]isoindole-3,4'-piperidine]-1'-carboxylate